N1(C=NC=C1)CC1=CC=C(C=C1)/C=C(/C(=O)O)\C=1C=NNC1 (E)-3-(4-((1H-imidazol-1-yl)methyl)phenyl)-2-(1H-pyrazol-4-yl)acrylic acid